N=1C=NN2C1C=CC(=C2)C2=CNC=1N=C(N=C(C12)OC)NC1CC(C1)(C(=O)N(C)C)C (1r,3r)-3-((5-([1,2,4]triazolo[1,5-a]pyridin-6-yl)-4-methoxy-7H-pyrrolo[2,3-d]pyrimidin-2-yl)amino)-N,N,1-trimethylcyclobutane-1-carboxamide